elaidyl acrylate C(C=C)(=O)OCCCCCCCC\C=C\CCCCCCCC